CC1=C(C=C(C(=O)OCC)C=C1)NC1=NN(C2=NC(=NC=C21)NC=2C=NN(C2)C)C ethyl 4-methyl-3-((1-methyl-6-((1-methyl-1H-pyrazol-4-yl)amino)-1H-pyrazolo[3,4-d]pyrimidin-3-yl)amino)benzoate